ClC1=CC=C(COC2=CC=C(C(=C2C2=CC=C(C=C2)CCOC=2C=C3C(N(C(C3=CC2)=O)C2C(NC(CC2)=O)=O)=O)O)C2=CC(=NN2C)C(F)(F)F)C=C1 5-(2-(6'-((4-chlorobenzyl)oxy)-2'-hydroxy-3'-(1-methyl-3-(trifluoromethyl)-1H-pyrazol-5-yl)-[1,1'-biphenyl]-4-yl)ethoxy)-2-(2,6-dioxopiperidin-3-yl)isoindoline-1,3-dione